1-methyl-4-[4-(4,4,5,5-tetramethyl-1,3,2-dioxaborolan-2-yl)-3,6-dihydro-2H-pyran-6-yl]pyrazole CN1N=CC(=C1)C1C=C(CCO1)B1OC(C(O1)(C)C)(C)C